3,5,9,11-tetrakis(Mercaptomethylthio)-1,13-dimercapto-2,6,8,12-tetrathiatridecane SCSC(SCS)CC(SCSC(CC(SCS)SCS)SCS)SCS